6-allyl-N,N-dibenzyl-5-fluoro-2-methoxy-pyridin-3-amine C(C=C)C1=C(C=C(C(=N1)OC)N(CC1=CC=CC=C1)CC1=CC=CC=C1)F